CC=1C(=NC=CC1)CNC(=O)C=1N=C(OC1)CCNCCC1=NC2=C(N1)C=CC(=C2)C2=CC=CC=C2 N-((3-methylpyridin-2-yl)methyl)-2-(2-((2-(5-phenyl-1H-benzo[d]imidazol-2-yl)ethyl)amino)ethyl)oxazole-4-carboxamide